ClC1=CC=C(C=C1)C=1N=C2N(C=CC=C2)C1CN1C2CN(CC1CC2)C(=O)C2=C(C=CC=C2)C (8-{[2-(4-chlorophenyl)imidazo[1,2-a]pyridin-3-yl]methyl}-3,8-diazabicyclo[3.2.1]oct-3-yl)-(2-methylphenyl)methanone